CC1=C(N)C=CC(=C1)N1CCOCC1 2-methyl-4-morpholinoaniline